FC1=C(C=C(C=C1)C(=O)N1CCCCC1)B(O)O (2-fluoro-5-(piperidine-1-carbonyl)phenyl)boronic acid